((2R,3S,4R,5S)-5-(4-aminopyrrolo[2,1-f][1,2,4]triazin-7-yl)-2-cyano-3,4-dihydroxytetrahydrofuran-2-yl)methyl 1-methylcyclobutane-1-carboxylate CC1(CCC1)C(=O)OC[C@]1(O[C@H]([C@@H]([C@@H]1O)O)C1=CC=C2C(=NC=NN21)N)C#N